7-methyl-2-((4-methyl-6-((1-methyl-1H-pyrazol-4-yl)amino)pyridin-3-yl)amino)-9-(tetrahydro-2H-pyran-4-yl)-7,9-dihydro-8H-purin-8-one CN1C(N(C2=NC(=NC=C12)NC=1C=NC(=CC1C)NC=1C=NN(C1)C)C1CCOCC1)=O